C(C)(C)(C)OC(=O)N1CC(CC1)C(C(=O)O)(C)C (1-(tert-butoxycarbonyl)pyrrolidin-3-yl)-2-methylpropanoic acid